C(C1=CC=CC=C1)OC1=C(N2C(C3=C(C=CC=C13)OC1=CC=CC=C1)=NC=N2)C(=O)NCC(=O)OCC ethyl 2-[(6-benzyloxy-10-phenoxy-[1,2,4]triazolo[5,1-a]isoquinoline-5-carbonyl)amino]acetate